C1=C2C(=CC=C1)N=C1C2=CC2=C3C=CC=CC3=NC2=C1 indolo[3,2-h]carbazole